C(CCCCCCCCCCC)SC1C=C(CCC1C(C)C)C Dodecyl(6-isopropyl-3-methylcyclohex-2-en-1-yl)sulfane